1-nitro-2-anthracenemethanol [N+](=O)([O-])C1=C(C=CC2=CC3=CC=CC=C3C=C12)CO